6-(4-phenoxyphenyl)-4-(1-acryloylpiperidin-3-yl)-pyrrole O(C1=CC=CC=C1)C1=CC=C(C=C1)C1CCC(CN1C(C=C)=O)C=1C=CNC1